CN1C(=C(C=C1)NC(=O)C1=CN(C2=CC=CC=C12)CC1=NC=CC=C1)C(=O)O 1-methyl-3-[1-(pyridin-2-ylmethyl)-1H-indole-3-carboxamido]-1H-pyrrole-2-carboxylic acid